methyl (E)-3-(3-aminophenyl)acrylate NC=1C=C(C=CC1)/C=C/C(=O)OC